(R)-2-fluoro-N-(5-fluoroisoquinolin-1-yl)-4-(1-methyl-1H-1,2,3-triazol-4-yl)-N-(piperidin-3-yl)benzamide FC1=C(C(=O)N([C@H]2CNCCC2)C2=NC=CC3=C(C=CC=C23)F)C=CC(=C1)C=1N=NN(C1)C